decenyl-azelaic anhydride C(=CCCCCCCCC)C1C(=O)OC(CCCCCC1)=O